[(1R)-1-(2-chlorophenyl)ethyl](4-nitrophenyl) carbonate C(OC1=C(C=C(C=C1)[N+](=O)[O-])[C@@H](C)C1=C(C=CC=C1)Cl)([O-])=O